C(C)C(C(=O)N)(Cl)CC diethyl-chloroacetamide